O(C1=CC=C(C(=O)O)C=C1)C=1C=C(C(=O)O)C=CC1 3,4'-oxybisbenzoic acid